CC1=NOC(=C1C=1C=C2C(=NC(=NC2=CC1)N1CCC2(CCC(N2)=O)CC1)N1[C@H](COCC1)C1=CC=CC=C1)C (S)-8-(6-(3,5-dimethylisoxazol-4-yl)-4-(3-phenylmorpholino)quinazolin-2-yl)-1,8-diazaspiro[4.5]decan-2-one